The molecule is a beta-diketone that is icosane in which the methylene hydrogens at positions 6 and 8 have been replaced by oxo groups. It has a role as a mouse metabolite and a rat metabolite. It derives from a hydride of an icosane. CCCCCCCCCCCCC(=O)CC(=O)CCCCC